C(CCCCC)C(CCC=CC=O)(CCCCCC)CCCCCC trihexylhexenal